O[C@@]1(COCC2=C1NC(C1=C2C=C(S1)C1=CC=NC=C1)=O)C(C)C (S)-4-hydroxy-4-isopropyl-8-(pyridin-4-yl)-1,3,4,5-tetrahydro-6H-pyrano[4,3-b]thieno[3,2-d]pyridin-6-one